1-butyl-3-ethylimidazole ethyl-sulfate salt C(C)OS(=O)(=O)O.C(CCC)N1CN(C=C1)CC